C(=CC)OP1(=NP(=NP(=N1)(OC=CC)F)(F)F)F 2,4-bis-propenyloxytetrafluoro-cyclotriphosphazene